ClC=1NC(C2=C(N1)C=NN2)=O 5-chloro-1H-pyrazolo[4,3-d]pyrimidin-7(6H)-one